C(C)OC(=O)C1=C(N=C(S1)C1=CC(=C(C=C1)OCC(C)C)C=O)C 2-(3-formyl-4-isobutoxyphenyl)-4-methylthiazole-5-carboxylic acid ethyl ester